FC1=C2CNC(C2=CC(=C1)CO)=O 4-fluoro-6-(hydroxymethyl)-2,3-dihydro-isoindol-1-one